3-(1-methyl-6-(2,8-diazaspiro[5.5]undecan-2-yl)-1H-indazol-3-yl)piperidine-2,6-dione CN1N=C(C2=CC=C(C=C12)N1CC2(CCC1)CNCCC2)C2C(NC(CC2)=O)=O